ethyl 6-[5-(difluoromethoxy)-2-pyridyl]-1-[(4-fluorophenyl)methyl]-2-oxo-1,8-naphthyridine-3-carboxylate FC(OC=1C=CC(=NC1)C=1C=C2C=C(C(N(C2=NC1)CC1=CC=C(C=C1)F)=O)C(=O)OCC)F